3-[(6-piperazin-1-yl-3-pyridyl)amino]piperidine-2,6-dione N1(CCNCC1)C1=CC=C(C=N1)NC1C(NC(CC1)=O)=O